(R)-N-(3-methyl-1-(4-((3-methyl-4-((1-methyl-1H-benzo[d][1,2,3]triazol-5-yl)oxy)phenyl)amino)pyrido[3,2-d]pyrimidin-6-yl)pyrrolidin-3-yl)acrylamide C[C@@]1(CN(CC1)C=1C=CC=2N=CN=C(C2N1)NC1=CC(=C(C=C1)OC1=CC2=C(N(N=N2)C)C=C1)C)NC(C=C)=O